N(=[N+]=[N-])C1=CC=C(C=C2C(C(CCC2)=CC2=CC=C(C=C2)N=[N+]=[N-])=O)C=C1 2,6-Bis(p-azidobenzyliden)cyclohexanon